(4aR,6R,8aS)-6-(benzyloxy)-2-phenylhexahydropyrano[3,2-d][1,3]dioxin-8-ol C(C1=CC=CC=C1)O[C@H]1CC([C@@H]2OC(OC[C@H]2O1)C1=CC=CC=C1)O